(R)-6-bromo-7-fluoro-2-methyl-N-(1-(2-Methyl-3-(trifluoromethyl)phenyl)ethyl)quinazolin-4-amine BrC=1C=C2C(=NC(=NC2=CC1F)C)N[C@H](C)C1=C(C(=CC=C1)C(F)(F)F)C